N-((S)-(4,4-difluorocyclohexyl)(2-(((5R)-2-oxo-5-(trifluoromethyl)piperidin-3-yl)methyl)imidazo[1,2-b][1,2,4]triazin-6-yl)methyl)-3-isopropylisoxazole-4-carboxamide FC1(CCC(CC1)[C@H](NC(=O)C=1C(=NOC1)C(C)C)C=1N=C2N(N=C(C=N2)CC2C(NC[C@@H](C2)C(F)(F)F)=O)C1)F